ClC1=CC=C(C=C1)C1(CCNCC1)CCOC1=C(C=C(C(=C1)F)S(N(C1=NC=NS1)CC1=C(C=C(C=C1)OC)OC)(=O)=O)F 4-(4-chlorophenyl)-4-(2-(4-(N-(2,4-dimethoxybenzyl)-N-(1,2,4-thiadiazol-5-yl)sulfamoyl)-2,5-difluorophenoxy)ethyl)piperidine